aluminum trisphenol C1(=CC=CC=C1)O.C1(=CC=CC=C1)O.C1(=CC=CC=C1)O.[Al]